O1C(=C(C=C1)C(=O)O)C(=O)O.C(CCCCO)O pentylene glycol furandicarboxylate